CN(C(C(C)C)=O)C N,N-dimethylisobutyric acid amide